4-bromo-3-nitro-N-(4-(trifluoromethyl)phenyl)benzamide BrC1=C(C=C(C(=O)NC2=CC=C(C=C2)C(F)(F)F)C=C1)[N+](=O)[O-]